ClC1=CC=C(C=C1)C(C(=O)N1CCN(CC1)C=1C2=C(N=CN1)[C@@H](C[C@H]2C)O)CN2CC(C2)OC 2-(4-chlorophenyl)-1-(4-((5R,7R)-7-hydroxy-5-methyl-6,7-dihydro-5H-cyclopenta[d]pyrimidin-4-yl)piperazin-1-yl)-3-(3-methoxyazetidin-1-yl)propan-1-one